[Al].N(=O)N(O)C1=CC=CC=C1 N-nitroso-N-phenyl-hydroxylamine aluminum salt